(S)-(+)-α-Aminocyclohexanepropionic acid N[C@H](C(=O)O)CC1CCCCC1